((2s,6s)-6-((4-bromophenoxy)methyl)-1,4-dioxan-2-yl)methanol BrC1=CC=C(OC[C@@H]2COC[C@@H](O2)CO)C=C1